COC(=O)C1=CSC(=C1)C1=NC(=NC=C1C(F)(F)F)NC=1C=C2CN(CC2=CC1Cl)C(C(F)(F)F)=O Methyl-5-(2-((6-chloro-2-(2,2,2-trifluoroacetyl)isoindolin-5-yl)amino)-5-(trifluoromethyl)pyrimidin-4-yl)thiophene-3-carboxylate